2-(3-bromo-4-methoxyphenyl)-5-methyl-6-nitrobenzo[d]thiazole BrC=1C=C(C=CC1OC)C=1SC2=C(N1)C=C(C(=C2)[N+](=O)[O-])C